I(=O)(=O)(=O)[O-].[K+] Kalium periodat